C(#N)C1=CC=C(C=C1)N1[C@@H]2C[C@H]([C@H](C1)C2)OC(=O)C=2C(=NOC2C2CC2)C2=C(C=CC=C2Cl)Cl 5-cyclopropyl-3-(2,6-dichlorophenyl)-1,2-oxazole-4-carboxylic acid (1s,4s,5r)-2-(4-cyanophenyl)-2-azabicyclo[2.2.1]Heptane-5-yl ester